3-((3-azidopropyl)dimethylammonio)propane-1-sulfonate N(=[N+]=[N-])CCC[N+](CCCS(=O)(=O)[O-])(C)C